NC=1C(=NC=CN1)C(C)=O 1-(3-aminopyrazin-2-yl)ethanone